IC=1C=C(C=CC1)N1C(C(=CCC1)N1CCOCC1)=O 1-(3-iodophenyl)-3-morpholinyl-5,6-dihydropyridin-2(1H)-one